(2S)-4-[[3-[[5-[(2S,3R)-3-hydroxypyrrolidin-2-yl]-1,3,4-oxadiazol-2-yl]amino]-2,5-dimethyl-phenyl]methyl]-2-methyl-piperazine-1-carboxylic acid 2,2,2-trifluoroethyl ester FC(COC(=O)N1[C@H](CN(CC1)CC1=C(C(=CC(=C1)C)NC=1OC(=NN1)[C@H]1NCC[C@H]1O)C)C)(F)F